4,4'-[1-[4-[1-(4-hydroxy-3,5-dimethylphenyl)-1-methylethyl]phenyl]ethylidene]bis(2,6-dimethylphenol) OC1=C(C=C(C=C1C)C(C)(C)C1=CC=C(C=C1)C(C)(C1=CC(=C(C(=C1)C)O)C)C1=CC(=C(C(=C1)C)O)C)C